2-((4-bromophenoxy)methyl)-6-(1,1-difluoroethyl)-1,4-dioxane BrC1=CC=C(OCC2OC(COC2)C(C)(F)F)C=C1